C1(=CC=CC=2C3=CC=CC=C3NC12)C=1C=CC(=CC1)C1=CC=CC=2C3=CC=CC=C3NC12 3,6-bis(9H-carbazolyl)benzene